N-(5-chloro-2-propoxybenzyl)-N-(4-(N-(prop-2-yn-1-yl)sulfamoyl)phenethyl)thiophene-3-carboxamide ClC=1C=CC(=C(CN(C(=O)C2=CSC=C2)CCC2=CC=C(C=C2)S(NCC#C)(=O)=O)C1)OCCC